N,N'-dimethyl-1,4-diaminopentane CNCCCC(C)NC